CN([C@@H]1CN(CC1)C1=C(C=C(C=C1)NC1=NC=C(C(=N1)C1=CNC2=C(C=CC=C12)OC)C(F)(F)F)N)C (S)-4-(3-(dimethylamino)pyrrolidin-1-yl)-N1-(4-(7-methoxy-1H-indol-3-yl)-5-(trifluoromethyl)pyrimidin-2-yl)benzene-1,3-diamine